(((((1R,2R,3S,4S)-4-(2-chloro-4-(((S)-2,3-dihydro-1H-inden-1-yl)amino)pyrrolo[2,1-f][1,2,4]triazin-7-yl)-2,3-dihydroxy-cyclopentyl)methoxy)(hydroxy)phosphoryl)methyl)phosphonic acid ClC1=NN2C(C(=N1)N[C@H]1CCC3=CC=CC=C13)=CC=C2[C@H]2[C@@H]([C@@H]([C@H](C2)COP(=O)(O)CP(O)(O)=O)O)O